FC1=C(C(=C(N)C=C1)C)C 4-fluoro-2,3-dimethylaniline